Potassium 4-cyano-2,5-dihydrofuran-3-olate C(#N)C1=C(COC1)[O-].[K+]